C(C)OC1CCC(CC1)C#CC1=CN=C(C2=CC(=C(C=C12)C(=O)N)OC(C)C)OC[C@H]1NC(CC1)=O 4-(((1s,4R)-4-ethoxycyclohexyl)ethynyl)-7-isopropoxy-1-(((S)-5-oxopyrrolidin-2-yl)methoxy)isoquinoline-6-carboxamide